FC=1C=C(CC=2C(=C(NC2)C(=O)O)C)C=CC1C(F)(F)F 4-(3-fluoro-4-(trifluoromethyl)benzyl)-3-methyl-1H-pyrrole-2-carboxylic acid